4-(hydroxy)benzaldehyde OC1=CC=C(C=O)C=C1